Methanesulfonic acid 2-(dimethoxymethyl)-4-(3-(dimethylcarbamoyl) phenoxy)-5-nitrophenyl ester COC(C1=C(C=C(C(=C1)OC1=CC(=CC=C1)C(N(C)C)=O)[N+](=O)[O-])OS(=O)(=O)C)OC